N[C@H](C)C1=NNC(C2=C1N=C(C=C2)C=2C=NN(C2C2=C(C1=CC=CC=C1C=C2)[N+]#[C-])C)=O 8-[(1R)-1-aminoethyl]-2-[5-(1-isocyano-2-naphthyl)-1-methyl-pyrazol-4-yl]-6H-pyrido[2,3-d]pyridazin-5-one